COC1=CC(=CC(=C1)OC1=CC=C(C=C1)C(F)(F)F)[N+](=O)[O-] methoxy-3-nitro-5-(4-(trifluoromethyl)phenoxy)benzene